ClC=1N=C2C(=NC1)N(C=C2C2=NC(=CC(=N2)N[C@@H]2[C@H](C1CCC2CC1)C(=O)OCC)C=1SC(=CC1)C)C(C1=CC=CC=C1)(C1=CC=CC=C1)C1=CC=CC=C1 (2S,3S)-ethyl 3-((2-(2-chloro-5-trityl-5H-pyrrolo[2,3-b]pyrazin-7-yl)-6-(5-methylthiophen-2-yl)pyrimidin-4-yl)amino)bicyclo[2.2.2]octane-2-carboxylate